COC1=C(C(=CC(=C1)CCC)OC)C1=C2C(C(N(C2=CC=C1C)CC)=O)C 4-(2,6-Dimethoxy-4-propylphenyl)-1-ethyl-3,5-dimethylindolin-2-one